BrC1=C(NC=2C1=NC=CC2)C2=C(C=NC=C2)OC[C@H]2N(C[C@H](C2)C)C(=O)OC(C)(C)C tert-butyl (2S,4S)-2-({[4-(3-bromo-1H-pyrrolo[3,2-b]pyridin-2-yl)pyridin-3-yl]oxy}methyl)-4-methylpyrrolidine-1-carboxylate